chloro(triethylphosphine) gold(I) [Au+].ClCCP(CC)CC